8-methoxy-4-[8-methyl-2-[4-(methylsulfamoylmethyl)anilino]-7-oxo-pyrido[2,3-d]pyrimidin-6-yl]-2,3-dihydroquinoxaline-1-carboxylic acid tert-butyl ester C(C)(C)(C)OC(=O)N1CCN(C2=CC=CC(=C12)OC)C1=CC2=C(N=C(N=C2)NC2=CC=C(C=C2)CS(NC)(=O)=O)N(C1=O)C